COC1=CC=C(C=C1)C(OC[C@]1(COC[C@@H](O1)N1C=2N=C(NC(C2N=C1)=O)NC(C(C)C)=O)COP(N(C(C)C)C(C)C)OCCC#N)(C1=CC=CC=C1)C1=CC=C(C=C1)OC N-[9-[(2R,6R)-6-[[bis(4-methoxyphenyl)-phenyl-methoxy]methyl]-6-[[2-cyanoethoxy-(diisopropylamino)phosphanyl]oxymethyl]-1,4-dioxan-2-yl]-6-oxo-1H-purin-2-yl]-2-methyl-propanamide